C=C(C(=O)O)C(=O)O.[Li] lithium methylenemalonic acid